2,2,6,6-Tetramethyl-4-(3-((tetrahydro-2H-pyran-2-yl)oxy)propoxy)piperidine CC1(NC(CC(C1)OCCCOC1OCCCC1)(C)C)C